CC=1N=CSC1CCN 2-(4-methylthiazol-5-yl)ethane-1-amine